1-hexyl-2,3-dimethylimidazole bis(trifluoromethanesulfonyl)imide salt [N-](S(=O)(=O)C(F)(F)F)S(=O)(=O)C(F)(F)F.C(CCCCC)N1C(N(C=C1)C)C